tert-butyl (2S,SR)-4-(2-(3-cyclopropyl-1,2,4-oxadiazol-5-yl)-1-(4-fluorophenyl)ethyl)-2,5-dimethylpiperazine-1-carboxylate C1(CC1)C1=NOC(=N1)CC(C1=CC=C(C=C1)F)N1C[C@@H](N(C[C@@H]1C)C(=O)OC(C)(C)C)C |&1:22|